4-amino-N-(3,3-dimethyl-2-oxo-pyrrolidin-1-yl)-7-fluoro-1-methyl-N-[[5-(trifluoromethyl)-2-pyridyl]methyl]pyrazolo[4,3-c]quinoline-8-carboxamide NC1=NC=2C=C(C(=CC2C2=C1C=NN2C)C(=O)N(CC2=NC=C(C=C2)C(F)(F)F)N2C(C(CC2)(C)C)=O)F